1,1'-dihexyl-4,4'-bipyridyl bis(trifluoromethanesulfonate) FC(S(=O)(=O)O)(F)F.FC(S(=O)(=O)O)(F)F.C(CCCCC)N1C=CC(C=C1)=C1C=CN(C=C1)CCCCCC